ClC1=CC=C2C(=N1)N(C=C2)C2=NC=C(C(=N2)OC)CCC(F)F 6-chloro-N-[5-(3,3-difluoropropyl)-4-methoxy-pyrimidin-2-yl]-1H-pyrrolo[2,3-b]pyridine